ClC1=C(N=C2N=C(NC2=C1)OC1CCC1)C=1C(=NC(=CC1)N1CCN(CC1)CC1CCNCC1)OC 6-chloro-2-cyclobutoxy-5-(2-methoxy-6-{4-[(4-piperidyl)methyl]-1-piperazinyl}-3-pyridyl)-1H-1,3,4-triazaindene